(4-cyclopropyl-6-methoxypyrimidin-5-yl)-1'-(4-(1-methyl-4-(trifluoromethyl)-1H-imidazol-2-yl)benzyl)-1'H-spiro[cyclobutane-1,4'-pyrimido[4,5-d]pyrimidine]-2'(3'H)-one C1(CC1)C1=NC=NC(=C1N1C(N(C2=NC=NC=C2C12CCC2)CC2=CC=C(C=C2)C=2N(C=C(N2)C(F)(F)F)C)=O)OC